NC1=CC=C(C=C1)S(=O)(=O)NNC(=O)C=1C=2CCNC2C=CC1 4-amino-N'-(indoline-4-carbonyl)benzenesulfonohydrazide